N=1C=NN2C1CN(CC2)C2=NC(=NC1=C2N=C(N=C1N(CCC)C)N(CCOC)CCOC)N(CCOC)CCOC 8-(5,6-dihydro-[1,2,4]triazolo[1,5-a]pyrazin-7(8H)-yl)-N2,N2,N6,N6-tetrakis(2-methoxyethyl)-N4-methyl-N4-propylpyrimido[5,4-d]pyrimidine-2,4,6-triamine